(E)-4-(2-(2-(1-((2-fluoropyridin-4-yl)methyl)-1H-pyrrole-2-carboxamido)thiazol-4-yl)vinyl)-1-isopropyl-1H-imidazole-2-carboxylic acid ethyl ester C(C)OC(=O)C=1N(C=C(N1)\C=C\C=1N=C(SC1)NC(=O)C=1N(C=CC1)CC1=CC(=NC=C1)F)C(C)C